4-(bis(4-methoxyphenyl)(phenyl)methoxy)butan-1-ol COC1=CC=C(C=C1)C(OCCCCO)(C1=CC=CC=C1)C1=CC=C(C=C1)OC